NC1=C(C=CC(=C1)C1=CC=NC=C1)NC(OC(C)(C)C)=O tert-butyl (2-amino-4-(pyridin-4-yl)phenyl)carbamate